C(C)(=O)N1CCC(CC1)CC1=CC=2N(C=C1)N=CC2N2C(NC(CC2)=O)=O 1-(5-((1-acetylpiperidin-4-yl)methyl)pyrazolo[1,5-a]pyridin-3-yl)dihydropyrimidine-2,4(1H,3H)-dione